1-((5-bromo-2'-chloro-[1,1'-biphenyl]-2-yl)sulfonyl)-4-fluoro-N-((2R,Z)-4-(S-methylsulfonimidoyl)but-3-en-2-yl)piperidine-4-carboxamide BrC=1C=CC(=C(C1)C1=C(C=CC=C1)Cl)S(=O)(=O)N1CCC(CC1)(C(=O)N[C@H](C)\C=C/S(=O)(=N)C)F